O[C@@H](C(=O)O)CC1=CC(=CC=C1)C (R)-2-hydroxy-3-(3-methylphenyl)propionic acid